ClC1=C(C=CC=C1C1=C2CCC(C2=CC=C1)O)NC(=O)C=1N(C2=C(CN(CC2)C)N1)C N-(2-chloro-3-(1-hydroxy-2,3-dihydro-1H-inden-4-yl)phenyl)-1,5-dimethyl-4,5,6,7-tetrahydro-1H-imidazo[4,5-c]pyridine-2-carboxamide